[Si](C)(C)(C(C)(C)C)OC1=C(C(=O)OC(C)(C)C)C(=CC(=C1)C)F tert-butyl 2-[tert-butyl(dimethyl)silyl]oxy-6-fluoro-4-methyl-benzoate